5,19-dichloro-11-fluoro-20-methoxy-2,2-dioxo-15-oxa-2λ6,6-dithia-3,10-diazatetracyclo[15.3.1.14,7.08,13]docosa-1(21),4,7(22),8,10,12,17,19-octaen-16-one ClC1=C2NS(C=3C(=C(C=C(C(OCC4=CC(=NC=C4C(S1)=C2)F)=O)C3)Cl)OC)(=O)=O